CN(C1(CCC2(CN(C(N2CCCCOC)=O)C=2C=NC(=NC2)C#N)CC1)C1=CC(=CC=C1)F)C 5-[8-dimethylamino-8-(3-fluorophenyl)-1-(4-methoxy-butyl)-2-oxo-1,3-diazaspiro[4.5]decan-3-yl]-pyrimidine-2-carbonitrile